3-((1-((1r,4r)-4-methoxycyclohexyl)-4-nitro-1H-pyrazol-3-yl)oxy)propan-1-ol COC1CCC(CC1)N1N=C(C(=C1)[N+](=O)[O-])OCCCO